2-nitro-5-(1-piperidinyl)pyridine [N+](=O)([O-])C1=NC=C(C=C1)N1CCCCC1